Bromobenzene-2,3,4,5,6-d5 BrC1=C(C(=C(C(=C1[2H])[2H])[2H])[2H])[2H]